C1(CC1)CNC=1C=C(C=2N(C1)N=CC2C#N)C=2C=NC(=CC2)N(C)[C@@H](C)C=2C=NC(=CC2)N2N=CC(=C2)F (S)-6-((cyclopropylmethyl)amino)-4-(6-((1-(6-(4-fluoro-1H-pyrazol-1-yl)pyridin-3-yl)ethyl)(methyl)amino)pyridin-3-yl)pyrazolo[1,5-a]pyridine-3-carbonitrile